O1C(OCC1)C=1C=CC(=NC1)C=1C(=C(C=CC1)NC=1C=C(C=2N(N1)C(=CN2)C(=O)O)N(C)CC2=CC=C(C=C2)OC)OC 6-({3-[5-(1,3-dioxolan-2-yl)pyridin-2-yl]-2-methoxyphenyl}amino)-8-{[(4-methoxyphenyl)methyl](methyl)amino}imidazo[1,2-b]pyridazine-3-carboxylic acid